N-{(6R,7aR)-7,7-difluoro-2-[6-(methoxymethyl)-4-(2,4,6-trifluorophenyl)-1,2-benzoxazol-3-yl]-3-oxohexahydro-1H-pyrrolo[1,2-c]imidazol-6-yl}ethanesulfonamide FC1([C@@H](CN2C(N(C[C@@H]21)C2=NOC1=C2C(=CC(=C1)COC)C1=C(C=C(C=C1F)F)F)=O)NS(=O)(=O)CC)F